6-ethyl-3-decene C(C)C(CC=CCC)CCCC